NC1=NC=CC=C1C1=NC=2C(=NC(=CC2)C2=CC=CC=C2)N1C1=CC=C(CN2CCC3(CCCN(C3)C3=NC(=NC=N3)C#N)CC2)C=C1 4-(9-(4-(2-(2-aminopyridin-3-yl)-5-phenyl-3H-imidazo[4,5-b]pyridin-3-yl)benzyl)-2,9-diazaspiro[5.5]undecan-2-yl)-1,3,5-triazine-2-carbonitrile